1-(Cyclopropylmethyl)-N-(3-(3,3-dimethyl-1-(4-methyl-4H-1,2,4-triazol-3-yl)cyclobutyl)phenyl)-5-((isobutylamino)methyl)-2-oxo-1,2-dihydropyridine-3-carboxamide C1(CC1)CN1C(C(=CC(=C1)CNCC(C)C)C(=O)NC1=CC(=CC=C1)C1(CC(C1)(C)C)C1=NN=CN1C)=O